4,6-dichloro-2-(trifluoromethyl)pyrimidine isopropyl-7-(4-cyclopentylpiperazin-1-yl)-4,4-dimethyl-3,4-dihydroisoquinoline-2(1H)-carboxylate C(C)(C)OC(=O)N1CC2=CC(=CC=C2C(C1)(C)C)N1CCN(CC1)C1CCCC1.ClC1=NC(=NC(=C1)Cl)C(F)(F)F